C(C)OC(C(NCC(C1=CC=CC=C1)=O)=O)=O.FC1(CCC(CC1)C(=O)NC1=NC=C(C=C1)C1(CCC1)C(NC1=CC=C(C=C1)F)=O)F 4,4-difluoro-N-(5-{1-[(4-fluorophenyl)carbamoyl]cyclobutyl}pyridin-2-yl)cyclohexane-1-carboxamide ethyl-2-oxo-2-((2-oxo-2-phenylethyl)amino)acetate